OCC(C(=O)OCCC)(C)C Propyl 3-hydroxy-2,2-dimethylpropionate